COC1=C(C=CC=C1)C1=NC(=NC=C1)N1CCN(CC1)C(=O)OC(C)(C)C tert-butyl 4-[4-(2-methoxyphenyl)pyrimidin-2-yl]piperazine-1-carboxylate